CCCCCCCCCCCCCCCCOC[C@H](COP(=O)([O-])OCC[N+](C)(C)C)OC(=O)CCCCCCC/C=C\\CCCCCCCCCC The molecule is a phosphatidylcholine O-36:1 in which the alkyl and acyl groups specified at positions 1 and 2 are hexadecyl and (9Z)-eicosenoyl respectively. It is a phosphatidylcholine O-36:1 and a 2-acyl-1-alkyl-sn-glycero-3-phosphocholine. It derives from a gadoleic acid.